Cl.N[C@@H](CC(=O)OCC)C=1C=C(C=C(C1F)C(F)F)C1=C(C=CC=C1C)O ethyl (S)-3-amino-3-(5-(difluoromethyl)-4-fluoro-2'-hydroxy-6'-methyl-[1,1'-biphenyl]-3-yl)propanoate hydrochloride